ethyl 4-[(4-chlorophenyl) carbonyl]-5-(ethoxycarbonyl)-2,6-dimethyl-1,4-dihydropyridine-3-carboxylate ClC1=CC=C(C=C1)C(=O)C1C(=C(NC(=C1C(=O)OCC)C)C)C(=O)OCC